FC1=C(C(=O)O)C(=CC=C1)N/N=C/C=N/OC 2-fluoro-6-(2-((1E,2E)-2-(methoxyimino)ethylidene)hydrazino)benzoic acid